(2S,3S)-3-acetamido-2-aminobutanoic acid C(C)(=O)N[C@H]([C@@H](C(=O)O)N)C